(S)-2-(benzofuran-2-carboxamido)-N1-(1-(2-((1R,2R,4S)-bicyclo[2.2.1]heptan-2-ylamino)-2-oxoethyl)-2-oxo-1,2-dihydropyridin-3-yl)-5-oxohexanediamide O1C(=CC2=C1C=CC=C2)C(=O)N[C@H](C(=O)NC=2C(N(C=CC2)CC(=O)N[C@H]2[C@@H]1CC[C@H](C2)C1)=O)CCC(C(=O)N)=O